(2S)-2-[[isobutyl(methyl)carbamoyl]amino]-4-[2-phenoxyethyl-[4-(5,6,7,8-tetrahydro-1,8-naphthyridin-2-yl)butyl]amino]butanoic acid C(C(C)C)N(C(=O)N[C@H](C(=O)O)CCN(CCCCC1=NC=2NCCCC2C=C1)CCOC1=CC=CC=C1)C